B([O-])([O-])[O-].N1(N=CC=C1)[Ir+2].B([O-])([O-])[O-].N1(N=CC=C1)[Ir+2].N1(N=CC=C1)[Ir+2] (1-pyrazolyl)iridium (III) borate